CS(=O)(=O)CS(=O)(=O)CC1=CC=CC=C1 The molecule is a member of the class of benzenes that is benzene substituted by a [(methanesulfonyl)methanesulfonyl]methyl group. It has a role as a metabolite. It is a sulfone and a member of benzenes.